4,4-difluoro-3-(5-oxo-4-(2,2,2-trifluoroethyl)-4,5-dihydropyrazin-2-yl)piperidine-1-carboxylate FC1(C(CN(CC1)C(=O)[O-])C=1N=CC(N(C1)CC(F)(F)F)=O)F